3-(3-methyl-1-benzenesulfonylindolin-3-yl)propionitrile CC1(CN(C2=CC=CC=C12)S(=O)(=O)C1=CC=CC=C1)CCC#N